NCC1=CC(=NC=C1)NC=1SC2=NC(=CC=C2N1)C=1C=NNC1 N-(4-(aminomethyl)pyridin-2-yl)-5-(1H-pyrazol-4-yl)thiazolo[5,4-b]pyridin-2-amine